4-amino-1-((2R,4S)-4-hydroxy-5-(hydroxymethyl)-5-propyltetrahydrofuran-2-yl)pyrimidin-2(1H)-one NC1=NC(N(C=C1)[C@@H]1OC([C@H](C1)O)(CCC)CO)=O